5-(4-((4-methylpiperazin-1-yl)methyl)phenyl)-2-(methylsulfonyl)-7-(1,4-dioxaspiro[4.5]decan-8-yl)pyrrolo[2,1-f][1,2,4]triazine CN1CCN(CC1)CC1=CC=C(C=C1)C=1C=C(N2N=C(N=CC21)S(=O)(=O)C)C2CCC1(OCCO1)CC2